[N+](=O)([O-])C=1C=C2C(=NC1)N=CN2 6-nitroimidazo[4,5-b]pyridine